ClC1=C(C2=C(C3=C(N=C(N(C3=O)CC3=CN=C(S3)CC)C3=C(C=C(C=C3)OC)C3CC3)S2)C=C1)O 7-chloro-2-(2-cyclopropyl-4-methoxyphenyl)-3-((2-ethylthiazol-5-yl)methyl)-8-hydroxybenzo[4,5]thieno[2,3-d]pyrimidin-4(3H)-one